Cl.N[C@@H](CC(=O)OC)C1=CC(=CC=C1)Br methyl (S)-3-amino-3-(3-bromophenyl)propanoate hydrochloride